OCCCCNC(C1=CC=C(C=C1)COC1=COC(=CC1=O)CN1CC2=CC=CC=C2C1)=O N-(4-hydroxybutyl)-4-(((6-(isoindolin-2-ylmethyl)-4-oxo-4H-pyran-3-yl)oxy)methyl)benzamide